NCC1=CNC(N1[C@@H]1CC2=CC(=CC(=C2CC1)F)F)=S 5-(aminomethyl)-1-[(2S)-5,7-difluoro-1,2,3,4-tetrahydronaphthalen-2-yl]-1,3-dihydro-2H-imidazole-2-thione